[N+](=O)(O)[O-].[N+](=O)(O)[O-].N[Co](N)(N)N tetraaminocobalt dinitrate